N-(but-3-en-1-yl)-N-cyano-3-(trifluoromethyl)benzamide C(CC=C)N(C(C1=CC(=CC=C1)C(F)(F)F)=O)C#N